FC(S(=O)(=O)N[C@@H]1[C@@H](N(CC12CC2)C([C@H](C)OC)=O)CC=2C(=C(C=CC2)C2=CC(=CC(=C2)F)F)F)F 1,1-difluoro-N-((6S,7S)-5-((S)-2-methoxypropanoyl)-6-((2,3',5'-trifluoro-[1,1'-biphenyl]-3-yl)methyl)-5-azaspiro[2.4]heptan-7-yl)methanesulfonamide